3-phenylpropyl valerate C(CCCC)(=O)OCCCC1=CC=CC=C1